CN1C2=C(CCC(C1=O)NC(C(=O)NCCC1=CC=CC=C1)=O)C=CC=N2 N1-(9-methyl-8-oxo-6,7,8,9-tetrahydro-5H-pyrido[2,3-b]azepin-7-yl)-N2-phenethyloxalamide